2-(2-chlorophenyl)-7-(4-(dimethylamino)pyridin-3-yl)-5,7-diazaspiro[3.4]octane-6,8-dione ClC1=C(C=CC=C1)C1CC2(C1)NC(N(C2=O)C=2C=NC=CC2N(C)C)=O